NC1=C(SC=2N=C(SC21)C)C(=O)NC2CC=1C=CC(=NC1CC2)N2CC(C(C2)OC(F)(F)F)N 6-amino-N-{2-[3-amino-4-(trifluoromethoxy)pyrrolidin-1-yl]-5,6,7,8-tetrahydroquinolin-6-yl}-2-methylthieno[2,3-d][1,3]thiazole-5-carboxamide